ClC1=C(C=C(C=C1)NC(NC1CCC=2NC=3C=CC=C(C3C2C1)C(=O)NCCOCCO)=O)C(F)(F)F 3-(3-(4-chloro-3-trifluoromethylphenyl)ureido)-N-(2-(2-hydroxyethoxy)ethyl)-2,3,4,9-tetrahydro-1H-carbazole-5-carboxamide